O1CCCC12CCN(CC2)CCCNC2=C1C(=NC(=C2)C2=CC=C(C=C2)C(=O)N2CCOCC2)C=CS1 (4-(7-((3-(1-oxa-8-azaspiro[4.5]decan-8-yl)propyl)amino)thieno[3,2-b]pyridin-5-yl)phenyl)(morpholino)methanone